FC(C1=NN(C=C1C(=O)NNC1=CC=C(C=C1)OC1=CC(=C(C=C1)C)C)C)F 3-(difluoromethyl)-N'-(4-(3,4-dimethylphenoxy)phenyl)-1-methyl-1H-pyrazole-4-hydrazide